(3R)-3-Ethynyl-4,4-difluoro-3-hydroxy-1-methylpyrrolidin-2-one C(#C)[C@]1(C(N(CC1(F)F)C)=O)O